ClC1=C(CN2N=C(N=N2)C2=CC=CC(=N2)[C@@](CS(=O)(=O)N)(C)O)C=C(C=C1)OC(F)(F)F (R)-2-(6-(2-(2-chloro-5-(trifluoromethoxy)benzyl)-2H-tetrazol-5-yl)pyridin-2-yl)-2-hydroxypropane-1-sulfonamide